ethyl 3-{1-[2-(dimethylamino)ethyl]-4-methyl-1H-benzotriazol-5-yl}-3-(7-formyl-1-benzothiophen-5-yl)propanoate CN(CCN1N=NC2=C1C=CC(=C2C)C(CC(=O)OCC)C=2C=C(C1=C(C=CS1)C2)C=O)C